ONC(=O)C=1C=NC(=NC1)N1CCC(CC1)CNC(=O)C1=CC=2N=C(N=C(C2S1)N1CCOCC1)C=1C=NC(=CC1)NC N-((1-(5-(Hydroxycarbamoyl)pyrimidin-2-yl)piperidin-4-yl)methyl)(6-(methylamino)pyridin-3-yl)-4-morpholinothieno[3,2-d]pyrimidine-6-carboxamide